I.BrC1=C2C(=CN=C1OC=1C=CC(=C(C(=N)SC)C1)F)NC=C2 methyl 5-((4-bromo-1H-pyrrolo[2,3-c]pyridin-5-yl)oxy)-2-fluorobenzimidothioate hydroiodide